4-(dimethylsilyl)-benzoyl chloride C[SiH](C1=CC=C(C(=O)Cl)C=C1)C